C1(CC1)C1=NC=NC(=C1C=1N=CC=2C(N1)=C(C(N(C2)C)=O)CC2=CC=C(C=C2)C=2N(C=C(N2)C(F)(F)F)C)OC 2-(4-cyclopropyl-6-methoxypyrimidin-5-yl)-6-methyl-8-(4-(1-methyl-4-(trifluoromethyl)-1H-Imidazol-2-yl)benzyl)pyrido[4,3-d]pyrimidin-7(6H)-one